C=C(C(=O)[O-])CC1=CC(=C(C(=C1)C(C)(C)C)O)C(C)(C)C methylen-3-(3,5-di-tert-butyl-4-hydroxyphenyl)propionat